methyl 2-((syn)-5-(3-methoxyphenyl)-1-(4-(trifluoromethyl)benzyl)piperidin-3-yl)acetate COC=1C=C(C=CC1)C1CC(CN(C1)CC1=CC=C(C=C1)C(F)(F)F)CC(=O)OC